N-(4-((5-(2-mercaptoacetylamino)pentyl)carbamoyl)phenyl)-N-phenylpyridine-carboxamide SCC(=O)NCCCCCNC(=O)C1=CC=C(C=C1)N(C(=O)C1=NC=CC=C1)C1=CC=CC=C1